(S)-2-(2-fluoro-6-methyl-4-((R)-3-(trifluoromethyl)morpholino)benzamido)-3-(4-(1-methyl-2,4-dioxo-1,2,4,5,6,8-hexahydro-3H-pyrano[3,4-d]pyrimidin-3-yl)phenyl)propanoic acid FC1=C(C(=O)N[C@H](C(=O)O)CC2=CC=C(C=C2)N2C(N(C3=C(C2=O)CCOC3)C)=O)C(=CC(=C1)N1[C@H](COCC1)C(F)(F)F)C